trans-urethane NC(=O)OCC